N1=C(C=C(C(=C1)N)N)N pyridine-2,4,5-triamine